N-(2-hydroxy Ethyl)iminodiacetate disodium [Na+].[Na+].OCCN(CC(=O)[O-])CC(=O)[O-]